FC1(CC(CCC1)N(C(CC1(CCN(CC1)C1=NC=CC=C1)C(=O)O)=O)C1=CC=CC=C1)F 4-(2-((3,3-difluorocyclohexyl)(phenyl)amino)-2-oxoethyl)-1-(pyridin-2-yl)piperidine-4-carboxylic acid